2H-indazole-3-carbaldehyde N=1NC(=C2C=CC=CC12)C=O